2-isopropylmalic acid C(C)(C)C(C(=O)O)(O)CC(=O)O